(2S,4S)-2-(2-((tert-butyldimethylsilyl)oxy)ethyl)-4-((2,6-dichloro-7-(8-chloronaphthalen-1-yl)-8-fluoro-3-formylquinolin-4-yl)amino)piperidine-1-carboxylic acid tert-butyl ester C(C)(C)(C)OC(=O)N1[C@@H](C[C@H](CC1)NC1=C(C(=NC2=C(C(=C(C=C12)Cl)C1=CC=CC2=CC=CC(=C12)Cl)F)Cl)C=O)CCO[Si](C)(C)C(C)(C)C